(E)-4-(((ethyl-(methyl)amino)methylene)amino)-2,5-dimethylbenzoic acid hydrochloride Cl.C(C)N(C)\C=N\C1=CC(=C(C(=O)O)C=C1C)C